CN1C(=NC(=C1)C)C1=CC=C(CN2C3=NC(=NC=C3N(C2=O)C)C2=C(C=CC=C2)C(C)C)C=C1 9-(4-(1,4-dimethyl-1H-imidazol-2-yl)benzyl)-2-(2-isopropylphenyl)-7-methyl-7,9-dihydro-8H-purin-8-one